4-((1S,2R)-2-((cyclopropylmethyl)amino)cyclopropyl)-5-methyl-N-(1-methyl-1H-pyrazol-4-yl)thiophene-2-carboxamide C1(CC1)CN[C@H]1[C@@H](C1)C=1C=C(SC1C)C(=O)NC=1C=NN(C1)C